[F-].C(C(=C)C)(=O)NCC[N+](C)(C)C [2-(methacryloylamino)ethyl]trimethylammonium fluoride